BrC=1C=2C(N=C3N(C2C=CC1)C1=CC(=CC=C1C3(C)C)N3CCN(CC3)CC=3C=CC(=NC3)N3CCC(CC3)C3=CC(=C(C(=C3)F)C3C(NC(CC3)=O)=O)F)=O 3-(4-(1-(5-((4-(4-bromo-7,7-dimethyl-5-oxo-5,7-dihydroindolo[1,2-a]quinazolin-10-yl)piperazin-1-yl)methyl)pyridin-2-yl)piperidin-4-yl)-2,6-difluorophenyl)piperidine-2,6-dione